C1(=CC=CC=C1)P1(C=C(CC1)C)=O 1-phenyl-3-methyl-phospholene-1-oxide